OCC1CC(C(C(O1)C(=O)N)OC)N1N=NC(=C1)C1=C(C(=C(C=C1)F)F)F 6-(hydroxymethyl)-3-methoxy-4-(4-(2,3,4-trifluorophenyl)-1H-1,2,3-triazol-1-yl)tetrahydro-2H-pyran-2-carboxamide